Methyl 1-hydroxy-2-isopropyl-2,3-dihydro-1H-indene-2-carboxylate OC1C(CC2=CC=CC=C12)(C(=O)OC)C(C)C